CSC=1SC2=C(N1)C=CC(=C2)C(=O)O (methylsulfanyl)-1,3-benzothiazole-6-carboxylic acid